C(C1=CC=CC=C1)[NH+](CCC)CCC benzyldipropylammonium